C(C)(C)(C)OC(NCCC(=O)NC1=CC(=CC=C1)OC1=CC=C(C=C1)Cl)=O.CC1=C(C(=CC=C1)C)[C@@]1(NCCCC1)C(=O)N (R)-2-(2,6-dimethylphenyl)-2-piperidineformamide tert-Butyl-3-(3-(4-chlorophenoxy)phenylamino)-3-oxopropylcarbamate